C(=C)C=1C=CC2=CC=CC(=C2C1C=C)C=C 3,5,4-trivinylnaphthalene